1-(4-methoxybenzoyl)-1H-indol-5-yl-2-acetoxybenzoate COC1=CC=C(C(=O)N2C=CC3=CC(=CC=C23)OC(C2=C(C=CC=C2)OC(C)=O)=O)C=C1